Cl.O1CC(CC1)NCC1CN(CC1)C=1N=NC(=CN1)C1=C(C=C(C=C1)C=1C=NNC1)O 2-[3-(3-{[(oxacyclopentane-3-yl)amino]methyl}pyrrolidin-1-yl)-1,2,4-triazin-6-yl]-5-(1H-pyrazol-4-yl)phenol hydrochloride